C(C)(C)(C)OC(=O)N[C@H](CC(=O)OC)C1=CC=C(C=C1)B1OC(C(O1)(C)C)(C)C (R)-methyl 3-(tert-butoxycarbonylamino)-3-(4-(4,4,5,5-tetramethyl-1,3,2-dioxaborolan-2-yl)phenyl)propanoate